[Ge]([GeH3])(=O)O.[C@H]12OC[C@H](N(C1)C1CCN(CC1)C1=C(C=C(C(=C1)OC)NC1=NC=NC(=C1)N1OCC[C@@H]1C1=CC(=CC=C1)C#C)NC(C=C)=O)C2 N-(2-(4-((1R,4R)-2-oxa-5-azabicyclo[2.2.1]heptane-5-yl)piperidine-1-yl)-5-((6-((R)-3-(3-ethynylphenyl)isoxazolidine-2-yl)pyrimidine-4-yl)amino)-4-methoxyphenyl)acrylamide digermanate